NC(C(C)NC(OC1CC(C1)C1=C(NC2=C(C=C(C=C12)F)F)C1=CC=C(C=C1)F)=O)=O [3-[5,7-Difluoro-2-(4-fluorophenyl)-1H-indol-3-yl]cyclobutyl] N-(2-amino-1-methyl-2-oxo-ethyl)carbamate